4-(8-((adamantan-1-yl)amino)octyl)-2-(2,6-dioxopiperidin-3-yl)-5-fluoroisoindoline-1,3-dione C12(CC3CC(CC(C1)C3)C2)NCCCCCCCCC2=C3C(N(C(C3=CC=C2F)=O)C2C(NC(CC2)=O)=O)=O